2-(3-chlorophenyl)-2,2-difluoro-1-phenylethyl((S)-1-(((S)-1-hydroxy-3-((S)-2-oxopyrrolidin-3-yl)propan-2-yl)amino)-1-oxo-3-phenylpropan-2-yl)carbamate ClC=1C=C(C=CC1)C(C(C1=CC=CC=C1)N(C([O-])=O)[C@H](C(=O)N[C@H](CO)C[C@H]1C(NCC1)=O)CC1=CC=CC=C1)(F)F